C(C)(C)(C)OC(=O)NCCC(C(=O)O)CCCCCCCCC 2-(2-Tert-butoxycarbonylamino-ethyl)-undecanoic Acid